FC(C1=CC=C(N=N1)C=O)(F)F 6-(trifluoromethyl)pyridazine-3-carbaldehyde